C1(=CC=CC=C1)N1CCC2=C1N=C(N=C2C2CCOCC2)N2CCOCC2 4-(7-phenyl-4-(tetrahydro-2H-pyran-4-yl)-6,7-dihydro-5H-pyrrolo[2,3-d]pyrimidin-2-yl)morpholine